BrC1=NN(C(=N1)NC)CC1=CC=C(C=C1)OC 3-bromo-1-(4-methoxybenzyl)-N-methyl-1H-1,2,4-triazol-5-amine